(Z)-S-(2-(N-((4-amino-2-methylpyrimidin-5-yl)methyl)formamido)-5-hydroxypent-2-en-3-yl) 4-methylnaphthalene-1-carbothioate CC1=CC=C(C2=CC=CC=C12)C(S\C(=C(\C)/N(C=O)CC=1C(=NC(=NC1)C)N)\CCO)=O